1-(3,5-difluorobenzyl)-1H-pyrazole-3-carboxylic acid ethyl ester C(C)OC(=O)C1=NN(C=C1)CC1=CC(=CC(=C1)F)F